N[C@H]1CN(CCC1)C(=O)C1=NN(C(=C1)C1=CC=C(C#N)C=C1)C1=C(C=C(C=C1)N1CCC1)F (R)-4-(3-(3-aminopiperidine-1-carbonyl)-1-(4-(azetidin-1-yl)-2-fluorophenyl)-1H-pyrazol-5-yl)benzonitrile